N-(7-(4-((4-(tert-butyl)piperazin-1-yl)methyl)-2-fluorophenyl)quinolin-4-yl)benzo[d]thiazol-5-amine C(C)(C)(C)N1CCN(CC1)CC1=CC(=C(C=C1)C1=CC=C2C(=CC=NC2=C1)NC=1C=CC2=C(N=CS2)C1)F